C(C1=CC=CC=C1)=NC1=CC(=CC=C1)C N-(benzylidene)-3-methylaniline